1-[5-[[5-[[3-ethyl-5-[(2S)-2-(2-hydroxyethyl)-1-piperidyl]pyrazolo[1,5-a]pyrimidin-7-yl]aminomethyl]-2-pyridyl]oxy]pentyl]-6-oxo-pyridine-2-carbonitrile C(C)C=1C=NN2C1N=C(C=C2NCC=2C=CC(=NC2)OCCCCCN2C(=CC=CC2=O)C#N)N2[C@@H](CCCC2)CCO